C(C)(C)(C)N1C(C(C(C1)=O)=CN(C)C)=O (tert-butyl)-3-((dimethylamino)methylene)pyrrolidine-2,4-dione